ClC1=C2C=C(N(C2=CC=C1OC)C)C(=O)NC1(COC1)C1=CC=C(C=C1)[C@H](C(=O)O)C(C)C |r| (±)-2-[4-[3-[(4-Chloro-5-methoxy-1-methyl-indole-2-carbonyl)amino]-oxetan-3-yl]phenyl]-3-methyl-butanoic acid